CC(CCC=C)C 5-Methyl-1-hexen